C(C)(C)(C)C1=NC(=NO1)C(=O)NCC1=C(C=C(C=C1)C1=CC(=NC=C1)NC(=O)C1C(C1)F)C 5-(tert-butyl)-N-(4-(2-(2-fluorocyclopropane-1-carboxamido)pyridin-4-yl)-2-methylbenzyl)-1,2,4-oxadiazole-3-carboxamide